1-trityl-1H-pyrrole-2,5-dione C(C1=CC=CC=C1)(C1=CC=CC=C1)(C1=CC=CC=C1)N1C(C=CC1=O)=O